C1(CC1)N(C1=C(C(=NC=N1)NCC1C(CN(CC1)CC(=O)N)O)F)CC1=NC=C(C=C1)C(F)(F)F 2-(4-(((6-(cyclopropyl((5-(trifluoromethyl)pyridin-2-yl)methyl)amino)-5-fluoropyrimidin-4-yl)amino)methyl)-3-hydroxypiperidin-1-yl)acetamide